(S)-tert-Butyl 4-(6-(6-Chloro-3-oxo-2-((2-(trimethylsilyl)ethoxy)-methyl)-2,3-dihydropyridazin-4-ylamino)pyridin-3-yl)-3-methylpiperazine-1-carboxylate ClC=1C=C(C(N(N1)COCC[Si](C)(C)C)=O)NC1=CC=C(C=N1)N1[C@H](CN(CC1)C(=O)OC(C)(C)C)C